NC1=NC=CC(=C1Cl)OC1=C(C=C(C=C1)NC(=O)C=1C=NN(C1C(F)(F)F)C1=NC=C(C=N1)O)F N-(4-((2-amino-3-chloropyridin-4-yl)oxy)-3-fluorophenyl)-1-(5-hydroxypyrimidin-2-yl)-5-(trifluoromethyl)-1H-pyrazole-4-Carboxamide